α,4-dichloroanisole ClCOC1=CC=C(C=C1)Cl